N-(2-(1-(4-(5-chloro-4-((3,5-difluoropyridin-2-yl)methoxy-d2)-2-methyl-6-pyrimidinone-1(6H)-yl)-5-methylpyridin-2-yl)-4-fluoro-1H-pyrazol-3-yl)propan-2-yl)acetamide ClC1=C(N=C(N(C1=O)C1=CC(=NC=C1C)N1N=C(C(=C1)F)C(C)(C)NC(C)=O)C)OC([2H])([2H])C1=NC=C(C=C1F)F